ClC1=NC(OC2=C1C=CC=C2C)(C)CC 4-chloro-2-ethyl-2,8-dimethyl-2H-benzo[e][1,3]oxazine